CN[C@@H](CCSC)C(=O)O L-N-methylmethionine